(S)-6-amino-2-ethyl-3-methyl-5-(5-methyl-1H-indazol-4-yl)-4-oxo-4,5-dihydrothieno[3,2-c]pyridine-7-carboxamide NC1=C(C2=C(C(N1C1=C3C=NNC3=CC=C1C)=O)C(=C(S2)CC)C)C(=O)N